tert-butyl (1R,5S)-3-amino-1,5-dimethyl-8-azabicyclo[3.2.1]octane-8-carboxylate NC1C[C@]2(CC[C@@](C1)(N2C(=O)OC(C)(C)C)C)C